(E)-N-(3-chloro-5-iodopyrazin-2-yl)-N'-(trimethylsilyl)formamidine ClC=1C(=NC=C(N1)I)N\C=N\[Si](C)(C)C